fmoc-[(S)-2-(7-octenyl)alanine] C(=O)(OCC1C2=CC=CC=C2C2=CC=CC=C12)N[C@](C)(C(=O)O)CCCCCCC=C